(7-amino-6-fluoro-1H-indol-5-yl)methanol NC=1C(=C(C=C2C=CNC12)CO)F